6-carbamoyl-2-imino-4-methoxybenzo[d]thiazol C(N)(=O)C1=CC2=C(NC(S2)=N)C(=C1)OC